CC1=NC=CC=C1C#N 2-methyl-pyridine-3-carbonitrile